O[C@@]1(CC[C@@H]2[C@H]3CC[C@@]4([C@H](CC[C@H]4[C@@H]3CC[C@H]2C1)C(CCN1N=CC(=C1)C#N)=O)C)COC 1-(3-((3R,5S,8R,9R,10S,13S,14S,17S)-3-hydroxy-3-(methoxymethyl)-13-methylhexadecahydro-1H-cyclopenta[a]phenanthren-17-yl)-3-oxopropyl)-1H-pyrazole-4-carbonitrile